C1=C(C=CC2=CC=CC=C12)C(=O)N 2-naphthamide